F[C@@H]1CN(CC[C@@H]1OS(=O)(=O)C)C(=O)OC(C)(C)C tert-Butyl cis-3-fluoro-4-((methylsulfonyl)oxy)piperidine-1-carboxylate